E-hydroxy-farnesylacetone OC(C(C)=O)C\C=C(/C)\CCC=C(C)CCC=C(C)C